FC1=CC=C(OC[C@@H]2[C@H](CCC2)NC(=O)C=2C(=NC=CC2C2=NC=CC=N2)OC)C=C1 N-[(1S,2S)-2-[(4-fluorophenoxy)methyl]cyclopentyl]-2-methoxy-4-pyrimidin-2-yl-pyridine-3-carboxamide